(S)-2-(6-(4-chlorophenyl)-8-methoxy-1-methyl-4H-benzo[f][1,2,4]triazolo[4,3-a][1,4]diazepin-4-yl)-N-ethyl-acetamide ClC1=CC=C(C=C1)C1=N[C@H](C=2N(C3=C1C=C(C=C3)OC)C(=NN2)C)CC(=O)NCC